methyl (R)-4-(1-(2-hydroxy-3-methylbutanamido)cyclopropyl)benzoate O[C@@H](C(=O)NC1(CC1)C1=CC=C(C(=O)OC)C=C1)C(C)C